ClC1=C(C(=CC=C1)Cl)N1CN(C2=C(C1=O)C=NC1=C2C=CN1)C 3-(2,6-dichlorophenyl)-1-methyl-1,2,3,7-tetrahydro-4H-pyrrolo[3',2':5,6]pyrido[4,3-d]pyrimidin-4-one